3-(3-((4-((benzylidene)amino)-5-methyl-4H-1,2,4-triazol-3-yl)thio)propoxy)-5,7-dimethoxy-2-(3,4,5-trimethoxyphenyl)-4H-benzopyran-4-one C(C1=CC=CC=C1)=NN1C(=NN=C1C)SCCCOC1=C(OC2=C(C1=O)C(=CC(=C2)OC)OC)C2=CC(=C(C(=C2)OC)OC)OC